C(C)O[Si](CCCN)(OCC)OCC (3-triethoxysilylpropyl)amine